FC=1C(=C2C=3N([C@H](CO2)C)C=C(C(C3C1)=O)C(=O)O)N1C[C@H](N(CC1)C(=O)OC(C)(C)C)C(C)O (S)-9-fluoro-2,3-dihydro-3-methyl-10-(4-t-butoxycarbonyl-3-(1-hydroxyethyl)-1-piperazinyl)-7-oxo-(3S)-7H-pyrido[1,2,3-de]-1,4-benzoxazine-6-carboxylic acid